6-[3-(Difluoromethoxy)phenyl]-1-[(5-fluoro-3-pyridyl)methyl]-3-methyl-imidazo[4,5-b]pyridin-2-one FC(OC=1C=C(C=CC1)C=1C=C2C(=NC1)N(C(N2CC=2C=NC=C(C2)F)=O)C)F